4,5-dihydro-1H-1,2,4-triazole-3-carboxamide N1N=C(NC1)C(=O)N